α,α,2-trifluoro-3-pyridinepropionic acid FC(C(=O)O)(CC=1C(=NC=CC1)F)F